FC=1C=C(C=CC1C(F)(F)F)NC1=CC(=NC(=C1)NC1=CC=C2C=CNC2=C1)C#N 4-{[3-fluoro-4-(trifluoromethyl)phenyl]amino}-6-[(1H-indol-6-yl)amino]pyridine-2-carbonitrile